5-(((((S)-1-oxo-1-propoxy-3-(pyridin-2-yl)propan-2-yl)amino)(phenoxy)phosphoryl)methyl)benzo[b]thiophene-2-carboxylic acid O=C([C@H](CC1=NC=CC=C1)NP(=O)(OC1=CC=CC=C1)CC1=CC2=C(SC(=C2)C(=O)O)C=C1)OCCC